1-Ethyl 2-[1-[2-[4-(hydroxymethyl)cyclohexyl]-5-[[6-(trifluoromethyl)pyridine-2-carbonyl] amino]indazol-6-yl]-1-methyl-ethoxy]acetate OCC1CCC(CC1)N1N=C2C=C(C(=CC2=C1)NC(=O)C1=NC(=CC=C1)C(F)(F)F)C(C)(OCC(=O)OCC)C